2-[3,5-dimethyl-1-adamantyl]-N-(4-isopropyl-1-oxophthalazin-2(1H)-yl)acetamide CC12CC3(CC(CC(C1)(C3)C)C2)CC(=O)NN2C(C3=CC=CC=C3C(=N2)C(C)C)=O